C(C)N(C(C(C)C)=O)C N-ethyl-N,2-dimethylpropionamide